N1CC(C1)S(=O)(N)=N azetidine-3-sulfonimidamide